2-(DIMETHYLAMINO)-3-HYDROXYBENZALDEHYDE CN(C1=C(C=O)C=CC=C1O)C